CC1(CC(C=2C=NC=3N(C21)N=C(C3)C(F)(F)F)C#N)C 8,8-dimethyl-2-(trifluoromethyl)-7,8-dihydro-6H-cyclopenta[e]pyrazolo[1,5-a]pyrimidine-6-carbonitrile